ClC1=C(C(=NC=N1)N(CC1=CC=C(C=C1)OC)CC1=CC=C(C=C1)OC)N 6-Chloro-N4,N4-bis(4-methoxybenzyl)pyrimidine-4,5-diamine